N-[3-[5-cyclopropyl-2-(difluoromethoxy)phenyl]-1H-pyrazol-4-yl]Pyrazolo[1,5-a]Pyrimidine-3-carboxamide C1(CC1)C=1C=CC(=C(C1)C1=NNC=C1NC(=O)C=1C=NN2C1N=CC=C2)OC(F)F